FC=1C=2N(C=C(C1)C1=CC3=CN(N=C3C(=C1)F)C)C=C(N2)C21CN(C(C2)C1)C(=O)OC(C)(C)C tert-butyl 4-[8-fluoro-6-(7-fluoro-2-methyl-indazol-5-yl) imidazo[1,2-a]pyridin-2-yl]-2-azabicyclo[2.1.1]hexane-2-carboxylate